3-(2-(2,2-difluoroethoxy)-5-fluoropyridin-4-yl)-1-isopropyl-N-(3-methyl-1,1-dioxidothietan-3-yl)-1H-pyrazolo[4,3-b]pyridine-6-carboxamide FC(COC1=NC=C(C(=C1)C1=NN(C=2C1=NC=C(C2)C(=O)NC2(CS(C2)(=O)=O)C)C(C)C)F)F